(2-chloro-5-fluoropyrimidin-4-yl)-7'-fluoro-2'-methyl-spiro[cyclopentane-1,3'-indole] ClC1=NC=C(C(=N1)C1=C2C3(C(=NC2=C(C=C1)F)C)CCCC3)F